6,7-dichloro-2-methyl-10-(1-(tetrahydro-2H-pyran-2-yl)-1H-pyrazol-4-yl)-1,2-dihydropyrazino[1,2-a]indol-3(4H)-one ClC1=C(C=CC=2C(=C3N(C12)CC(N(C3)C)=O)C=3C=NN(C3)C3OCCCC3)Cl